C(C)(=O)O[C@@H]1[C@H]([C@H](SC(C)=O)O[C@@H]([C@H]1OC(C)=O)COC(C)=O)NC(C)=O 3,4,6-Tri-O-acetyl-N-acetyl-S-acetyl-1-thio-β-D-glucosamine